5-(1-(2,2-difluoroethyl)-2-methyl-1H-benzo[d]imidazol-6-yl)-6-fluoro-N-((3S,4R)-3-fluoro-1-methylpiperidin-4-yl)-4-(methoxy-d3)pyrrolo[2,1-f][1,2,4]triazin-2-amine FC(CN1C(=NC2=C1C=C(C=C2)C=2C(=CN1N=C(N=C(C12)OC([2H])([2H])[2H])N[C@H]1[C@H](CN(CC1)C)F)F)C)F